tert-butyl 6-[[3-(trifluoromethylsulfonyl)phenyl]methyl]-2-azaspiro[3.4]octane-2-carboxylate FC(S(=O)(=O)C=1C=C(C=CC1)CC1CC2(CN(C2)C(=O)OC(C)(C)C)CC1)(F)F